epoxyindazole N1N=C2C=3C(=CC=CC13)O2